COC1=CC=C(CN2C(C(CCC2=O)N2C(C3=CC=C(C=C3C2)O[C@H]2C[C@H](N(C2)C(=O)OC(C)(C)C)C)=O)=O)C=C1 tert-butyl (2R,4S)-4-((2-(1-(4-methoxybenzyl)-2,6-dioxopiperidin-3-yl)-1-oxoisoindolin-5-yl)oxy)-2-methylpyrrolidine-1-carboxylate